sulfuric acid, hydrogensulfate salt S(=O)(=O)(O)O.S(O)(O)(=O)=O